(6aS,12bR)-(-)-N-methyl-2-methyl-10,11-dihydroxy-5,6,6a,7,8,12b-hexahydrobenzo[a]phenanthridine CN1[C@H]2CCC3=C([C@@H]2C=2C=C(C=CC2C1)C)C=C(C(=C3)O)O